methyl N-[5-[6-[4-(6-methoxy-3-pyridyl)-1,2,4-triazol-3-yl]-8-methyl-imidazo[1,2-a]pyridin-3-yl]-2-pyridyl]carbamate COC1=CC=C(C=N1)N1C(=NN=C1)C=1C=C(C=2N(C1)C(=CN2)C=2C=CC(=NC2)NC(OC)=O)C